ClC1=C(C(=O)NC=2C=NC(=C(C2)Cl)N2N=CC=N2)C=C(C(=C1)C1=C(C=NC=C1)C#C)C1CC1 2-chloro-N-(5-chloro-6-(2H-1,2,3-triazol-2-yl)pyridin-3-yl)-5-cyclopropyl-4-(3-ethynylpyridine-4-yl)benzamide